C(#N)CCC1(C(C2=CC=C(C=C2C1)C(=O)OC)=O)C(=O)OC Dimethyl 2-(2-cyanoethyl)-1-oxo-2,3-dihydro-1H-indene-2,5-dicarboxylate